tert-Butyl 6-(6-(2-methoxyquinolin-6-yl)pyrazin-2-yl)-2,6-diazaspiro[3.3]heptane-2-carboxylate COC1=NC2=CC=C(C=C2C=C1)C1=CN=CC(=N1)N1CC2(CN(C2)C(=O)OC(C)(C)C)C1